N-(4-chloro-3-((1S,2R)-2-cyanocyclobutyl)-5-fluorophenyl)-3-methyl-6-azabicyclo[3.1.1]heptane-6-carboxamide ClC1=C(C=C(C=C1F)NC(=O)N1C2CC(CC1C2)C)[C@@H]2[C@@H](CC2)C#N